6-Chloro-9-(4-Nitrobenzyl)-9H-Purin-2-Amine ClC1=C2N=CN(C2=NC(=N1)N)CC1=CC=C(C=C1)[N+](=O)[O-]